2-CYCLOPROPOXY-5-FORMYLBENZOIC ACID C1(CC1)OC1=C(C(=O)O)C=C(C=C1)C=O